4,7-dichloro-3-nitro-1-phenylquinoline ClC1=C(CN(C2=CC(=CC=C12)Cl)C1=CC=CC=C1)[N+](=O)[O-]